COC(C)C1=C(C=CC(=N1)NC=1C=NNC1C(=O)N)N1CCN(CC1)CCOC 4-((6-(1-methoxyethyl)-5-(4-(2-methoxyethyl)piperazin-1-yl)pyridin-2-yl)amino)-1H-pyrazole-5-carboxamide